C(C)OC(=O)/C=C/C1=CC=C(OCCOC(=O)C(=C)C)C=C1 1-[2-[4-[(E)-2-ethoxycarbonyl-vinyl]-phenoxy]-ethoxycarbonyl]-1-methyl-ethylene